D-mannose sulfate S(=O)(=O)(O)O.O=C[C@@H](O)[C@@H](O)[C@H](O)[C@H](O)CO